4-(5-Chloro-2-((4-(3-oxomorpholino)phenyl)amino)pyrimidin-4-yl)-N-(cyanomethyl)benzamide ClC=1C(=NC(=NC1)NC1=CC=C(C=C1)N1C(COCC1)=O)C1=CC=C(C(=O)NCC#N)C=C1